ClC=1C=C(C=C(C1)Cl)S(=O)(=O)Cl 3,5-dichlorobenzene-1-sulfonyl chloride